methyl 5-((2R)-2-(((tert-butoxycarbonyl)((R)-1-(naphthalen-1-yl)ethyl)amino)methyl)chroman-4-yl)-2-methylbenzoate C(C)(C)(C)OC(=O)N([C@H](C)C1=CC=CC2=CC=CC=C12)C[C@@H]1OC2=CC=CC=C2C(C1)C=1C=CC(=C(C(=O)OC)C1)C